C(C1=CC=CC=C1)OC1=C(C(=CC(=C1)OC(F)(F)F)C)I 1-(Benzyloxy)-2-iodo-3-methyl-5-(trifluoromethoxy)benzene